NC1=NNC(=C1)CNC(C1=CC(=CC=C1)F)=O N-((3-amino-1H-pyrazol-5-yl)methyl)-3-fluorobenzamide